NC1=C2C(=NC=N1)N(N=C2C2=NOC(=C2C2=NC=C(C=N2)C2CCN(CC2)C(=O)OCCC2CCC1(OCCO1)CC2)C2CC2)C(C)C 2-(1,4-dioxaspiro[4.5]decan-8-yl)ethyl 4-[2-[3-(4-amino-1-isopropyl-pyrazolo[3,4-d]pyrimidin-3-yl)-5-cyclopropyl-isoxazol-4-yl]pyrimidin-5-yl]piperidine-1-carboxylate